2-amino-N-((1r,4R)-4-hydroxycyclohexyl)nicotinamide NC1=C(C(=O)NC2CCC(CC2)O)C=CC=N1